(R)-4-(8-fluoro-imidazo[1,2-a]pyridin-3-yl)-7-((5-(3-(2-hydroxypropan-2-yl)-4-methylpiperazin-1-yl)pyridin-2-yl)amino)-2,3-dihydro-1H-pyrrolo[3,4-c]pyridin-1-one FC=1C=2N(C=CC1)C(=CN2)C2=NC=C(C1=C2CNC1=O)NC1=NC=C(C=C1)N1C[C@@H](N(CC1)C)C(C)(C)O